methyl 4-((5-bromo-6-methyl-3-nitropyridin-2-yl)amino)benzoate BrC=1C=C(C(=NC1C)NC1=CC=C(C(=O)OC)C=C1)[N+](=O)[O-]